5-fluoro-1-[(1R,2R,4S)-4-(4-fluorophenyl)-2-(1H-1,2,4-triazol-1-yl)cyclopentyl]piperidin-3-amine FC1CC(CN(C1)[C@H]1[C@@H](C[C@H](C1)C1=CC=C(C=C1)F)N1N=CN=C1)N